C(C(=O)O)(=O)O.CN1CC(CCC1)COC=1C=C(C=CC1)NC(=O)C1=CC=C(C=C1)C1=C(C=C(C=C1)C1=NOC(=N1)C)C N-[3-(1-Methyl-3-piperidyl)methoxyphenyl]-2'-methyl-4'-(5-methyl-1,2,4-oxadiazol-3-yl)biphenyl-4-carboxamide oxalate